CC1=CC=C(C=C1)S(=O)(=O)[O-].[Fe+3].CC1=CC=C(C=C1)S(=O)(=O)[O-].CC1=CC=C(C=C1)S(=O)(=O)[O-] iron (III) p-toluenesulfonate salt